bromo-4,6-difluorobenzoic acid BrC1=C(C(=O)O)C(=CC(=C1)F)F